FC1=CC(=NN1C)NC(=O)C=1C(=CC=2N(C1)C=C(N2)[C@@]21CO[C@@](CC2)(C1)C)OC(C)C N-(5-fluoro-1-methyl-1H-pyrazol-3-yl)-7-isopropoxy-2-((1S,4R)-1-methyl-2-oxabicyclo[2.2.1]hept-4-yl)imidazo[1,2-a]pyridine-6-carboxamide